C12CC(CC(CC1)O2)N[C@@H]2[C@H](CCCC2)CC=2C=C1CN(C(C1=CC2)=O)C2C(NC(CC2)=O)=O 3-(5-(((1R,2S)-2-((8-oxabicyclo[3.2.1]octan-3-yl)amino)cyclohexyl)methyl)-1-oxoisoindolin-2-yl)piperidine-2,6-dione